4-(3,6-dimethylcarbazole-9-yl)butylphosphonic acid CC=1C=CC=2N(C3=CC=C(C=C3C2C1)C)CCCCP(O)(O)=O